P(O)(=O)(OP(=O)(O)OP(=O)(O)O)OC[C@@H]1[C@H](C[C@@H](O1)N1C(=O)NC(=O)C(=C1)Br)O.C1(=CC=CC=C1)P(C1=C(SC=C1P(C1=CC=CC=C1)C1=CC=CC=C1)C1=CC=C(C=C1)OC)C1=CC=CC=C1 3,4-di(diphenylphosphino)-2-(4-methoxyphenyl)thiophene 5-Bromo-2'-deoxyuridine-5'-triphosphate